3-(7-(8-Ethyl-7-fluoro-3-hydroxynaphthalen-1-yl)-8-fluoro-2-(((2R,7aS)-2-fluorotetrahydro-1H-pyrrolizin-7a(5H)-yl)methoxy)pyrido[4,3-d]pyrimidin-4-yl)-1,3-thiazinane 1,1-dioxide C(C)C=1C(=CC=C2C=C(C=C(C12)C1=C(C=2N=C(N=C(C2C=N1)N1CS(CCC1)(=O)=O)OC[C@]12CCCN2C[C@@H](C1)F)F)O)F